3-(5-((3R,4R)-3-fluoro-4-(piperazin-1-yl)piperidin-1-yl)-4-methylpyridin-2-yl)piperidine-2,6-dione F[C@@H]1CN(CC[C@H]1N1CCNCC1)C=1C(=CC(=NC1)C1C(NC(CC1)=O)=O)C